7-(4-phenoxybut-1-yn-1-yl)-5-(1H-pyrrolo[2,3-b]pyridin-4-yl)-1H-indazol-3-amine O(C1=CC=CC=C1)CCC#CC=1C=C(C=C2C(=NNC12)N)C1=C2C(=NC=C1)NC=C2